N-(1-methylpiperidin-4-yl)-7H-pyrrolo[2,3-d]pyrimidin-2-amine CN1CCC(CC1)NC=1N=CC2=C(N1)NC=C2